NC1=CC(=NC(=N1)C(F)F)NC1=CC(=C(C=N1)C=1C=NN(C1)CC(C)(O)C)OCC 1-(4-(6-((6-amino-2-(difluoromethyl)pyrimidin-4-yl)amino)-4-ethoxypyridin-3-yl)-1H-pyrazol-1-yl)-2-methylpropan-2-ol